N-(5-(5-acetamido-1H-pyrazol-1-yl)-1,3,4-thiadiazol-2-yl)-4-(bicyclo[1.1.1]pentan-1-ylamino)-3-(2-methoxyethoxy)-2-oxo-2H-pyran-6-carboxamide C(C)(=O)NC1=CC=NN1C1=NN=C(S1)NC(=O)C1=CC(=C(C(O1)=O)OCCOC)NC12CC(C1)C2